4-isobutyl-1-benzylaminocarbonyl-2-benzyl-4,10-diazatricyclo[5.3.1.03,8]Undec-9-ene C(C(C)C)N1C2C(C3(N=CC2C(CC1)C3)C(=O)NCC3=CC=CC=C3)CC3=CC=CC=C3